O1CCN(CC1)CCCOC1=CC=C(C=C1)NC1=NC=CC(=N1)NC=1C=NC2=CC(=CC=C2C1)O 3-{2-[p-(3-morpholinopropoxy)phenylamino]-4-pyrimidinylamino}-7-quinolinol